1,7-Diaminoheptane NCCCCCCCN